C1(CC1)NC(CCCC(F)(F)F)=O N-cyclopropyl-5,5,5-trifluoropentanamide